CC=1OC(=CC1C(=O)NC1=NC(=NS1)CN1CCN(CC1)C)C1=CC(=CC=C1)C(F)(F)F 2-Methyl-N-(3-((4-methylpiperazin-1-yl)methyl)-1,2,4-thiadiazol-5-yl)-5-(3-(trifluoro-methyl)phenyl)furan-3-carboxamide